(R)-4-((tert-butyldiphenylsilyl)oxy)butan-2-amine [Si](C1=CC=CC=C1)(C1=CC=CC=C1)(C(C)(C)C)OCC[C@@H](C)N